tert-butyl {2-[2-({[8-bromo-2-(methylsulfinyl)pyrazolo[1,5-a][1,3,5]triazin-4-yl]amino}methyl)-1-{[2-(trimethylsilyl)ethoxy]methyl}-1H-benzimidazol-7-yl]ethyl}carbamate BrC=1C=NN2C1N=C(N=C2NCC2=NC1=C(N2COCC[Si](C)(C)C)C(=CC=C1)CCNC(OC(C)(C)C)=O)S(=O)C